1-(5-(bromomethyl)thiophen-2-yl)ethan-1-one BrCC1=CC=C(S1)C(C)=O